NC1=C(C=CC=C1)N1CC=C(C(=O)O)C=C1 N-(2-aminophenyl)isonicotinic acid